8-amino-7-(3-hydroxy-2,6-dimethylphenyl)-5-methylpyrrolo[2,3-d]imidazo[2,1-f]pyrimidine-9-carbonitrile NC1=C(C2=C(N=C(N3C2=NC=C3)C)N1C1=C(C(=CC=C1C)O)C)C#N